(Z)-N-(5-((6-(3-(5-(tert-butyl)isoxazol-3-yl)ureido)-2-oxindol-3-ylidene)methyl)-2,4-dimethyl-1H-pyrrol-3-yl)-3-(pyrrolidin-1-yl)propanamide C(C)(C)(C)C1=CC(=NO1)NC(NC1=CC=C2/C(/C(NC2=C1)=O)=C/C1=C(C(=C(N1)C)NC(CCN1CCCC1)=O)C)=O